6-Chloro-8-(4-cyclopropyl-methoxy-phenyl)-1-methyl-9H-pyrido[3,4-b]indole ClC=1C=C2C3=C(NC2=C(C1)C1=C(C=C(C=C1)C1CC1)OC)C(=NC=C3)C